NC=1C=C(C=CC1)C(C)=O 3'-aminoacetophenone